(2-(2,6-dioxopiperidin-3-yl)-1-oxoisoindolin-5-yl)-1-(propan-2-yl-2-d)-1H-pyrrolo[2,3-b]pyridine-5-carboxamide O=C1NC(CCC1N1C(C2=CC=C(C=C2C1)C1=CC=2C(=NC=C(C2)C(=O)N)N1C(C)(C)[2H])=O)=O